CYCLOHEXADIEN C1=CC=CCC1